NC1=C(NC2=CC=C(C(=N2)Cl)C(=O)OC)C=CC(=C1)OCCN1CCOCC1 methyl 6-[2-amino-4-(2-morpholinoethoxy)anilino]-2-chloro-pyridine-3-carboxylate